ClC1=CC=C(C=C1)N(C1=NC=2N(C=C1)C1=C(N2)C=CC=C1)C N-(4-Chlorophenyl)-N-methylbenzo[4,5]imidazo[1,2-a]pyrimidin-2-amine